O=C1NC(CCC1N1C(C2=CC=C(C=C2C1)N1CCN(CC1)C(CC1CCN(CC1)C(=O)OC(C)(C)C)=O)=O)=O tert-butyl 4-(2-(4-(2-(2,6-dioxopiperidin-3-yl)-1-oxoisoindolin-5-yl)piperazin-1-yl)-2-oxoethyl)piperidine-1-carboxylate